[Na].OCC1=C(C=CC(=C1)S)S 2-hydroxymethyl-4-mercaptothiophenol, sodium salt